OCC1CCC(CC1)N1N=C2C=C(C(=CC2=C1)NC(=O)C=1SC=C(N1)C(F)(F)F)OC N-[2-[4-(hydroxymethyl)cyclohexyl]-6-methoxy-indazol-5-yl]-4-(trifluoromethyl)thiazole-2-carboxamide